N1(CCNCC1)C1=NC=C(C=N1)C(F)(F)F 2-piperazin-1-yl-5-trifluoromethylpyrimidine